2-benzyl-6,7-dihydrooxazolo[5,4-D]pyrrolo[1,2-a]pyrimidin-9(5H)-one C(C1=CC=CC=C1)C=1OC=2N=C3N(C(C2N1)=O)CCC3